[Na].[Li].[Sn](=O)=O tin dioxide lithium-sodium